2,5-dichloro-4-(1-methyl-1H-pyrazol-5-yl)pyrimidine ClC1=NC=C(C(=N1)C1=CC=NN1C)Cl